ethyl (S)-(5-(N-(1-(3-(cyclopropylmethoxy)-4-methylphenyl) ethyl) sulfamoyl) pentyl)glycinate C1(CC1)COC=1C=C(C=CC1C)[C@H](C)NS(=O)(=O)CCCCCNCC(=O)OCC